The molecule is an organic cation that is the conjugate acid of 1-[1-(1-benzothiophen-2-yl)cyclohexyl]piperidine, arising from protonation of the tertiary amino function. It is an organic cation and an ammonium ion derivative. It is a conjugate acid of a 1-[1-(1-benzothiophen-2-yl)cyclohexyl]piperidine. C1CCC(CC1)(C2=CC3=CC=CC=C3S2)[NH+]4CCCCC4